2-(2-(2-cyclopropylphenyl)-4-methylpiperazin-1-yl)-7-azaspiro[3.5]nonane C1(CC1)C1=C(C=CC=C1)C1N(CCN(C1)C)C1CC2(C1)CCNCC2